C(CCC=C)[C@@](N)(C)C(=O)O (S)-2-(4-pentenyl)-alanine